NC=1C(=C(C(=O)O)C(=CC1S(=O)(=O)CNCC1=CC=C(C=C1)OC)Cl)Cl 3-amino-2,6-dichloro-4-((4-methoxybenzyl)aminomethylsulfonyl)benzoic acid